diethylaminoethylamide isostearate C(CCCCCCCCCCCCCCC(C)C)(=O)[O-].C(C)N(CC)CC[NH-]